7-(bromomethyl)-3,4-dihydroquinolin-2(1H)-one BrCC1=CC=C2CCC(NC2=C1)=O